5-(4-((3-ethyl-2,4-dioxo-1,2,3,4-tetrahydropyrido[3,2-d]pyrimidin-7-yl)methyl)piperazin-1-yl)-N-methylpicolinamide C(C)N1C(NC2=C(C1=O)N=CC(=C2)CN2CCN(CC2)C=2C=CC(=NC2)C(=O)NC)=O